N(C=1C(=CC=CC1)C)[2H] Toluidine-d